N(=N[Ca])[Ca] azocalcium